2-Amino-4-[4-(2-hydroxyethoxy)phenyl]-6-[(4-methoxyphenyl)methyl-sulfanyl]pyridine-3,5-dicarbonitrile NC1=NC(=C(C(=C1C#N)C1=CC=C(C=C1)OCCO)C#N)SCC1=CC=C(C=C1)OC